methyl 4-(3-fluoro-2-(3-hydroxycyclobutyl) phenyl)-2-methyl-5-oxo-1,4,5,7-tetrahydrofurano[3,4-B]pyridine-3-carboxylate FC=1C(=C(C=CC1)C1C2=C(NC(=C1C(=O)OC)C)COC2=O)C2CC(C2)O